(+-)-1-(sec-butyl)-3-methyl-1H-pyrazolo[4,3-b]pyridine-5,7-diol [C@@H](C)(CC)N1N=C(C2=NC(=CC(=C21)O)O)C |r|